Tin-gold [Au].[Sn]